1',5,5-trimethyl-2',4-dioxo-1',4'-dihydro-2'H-spiro[cyclohexane-1,3'-quinolin] CN1C(C2(CC3=CC=CC=C13)CCC(C(C2)(C)C)=O)=O